S(=O)(=O)(OC(C)=O)OC(C)=O di-acetyl sulfate